N-(4-((2-(1,1-difluoroethyl)-6-methylpyrimidin-4-yl)amino)-5-(5-(difluoromethoxy)pyrimidin-2-yl)pyridin-2-yl)acetamide FC(C)(F)C1=NC(=CC(=N1)NC1=CC(=NC=C1C1=NC=C(C=N1)OC(F)F)NC(C)=O)C